3-(9-((4-(aminomethyl)phenyl)carbamoyl)-6-ethyl-5,6-dihydro-4H-benzo[b]thieno[2,3-d]azepin-8-yl)-6-(propylcarbamoyl)picolinic acid NCC1=CC=C(C=C1)NC(=O)C1=CC2=C(N(CCC3=C2SC=C3)CC)C=C1C=1C(=NC(=CC1)C(NCCC)=O)C(=O)O